(Z)-2-cyano-N-cyclopropyl-3-hydroxy-3-(4-hydroxy-3-methoxy-5-nitrophenyl)-N-methylacrylamide C(#N)/C(/C(=O)N(C)C1CC1)=C(\C1=CC(=C(C(=C1)[N+](=O)[O-])O)OC)/O